7-((4-(2-methyl-6-(methylcarbamoyl)pyridin-3-yl)piperazin-1-yl)methyl)-9-fluoropyrazolo[1,5-a]quinoxalin-4(5H)-one CC1=NC(=CC=C1N1CCN(CC1)CC=1C=C2NC(C=3N(C2=C(C1)F)N=CC3)=O)C(NC)=O